ClC=1C=C(C=C(C1)C1=NOC2=CN=C(C=C21)N[C@@H](C)C2=CC=CC=C2)CCCO 3-[3-chloro-5-(5-{[(1S)-1-phenylethyl]amino}isoxazolo[5,4-c]pyridin-3-yl)phenyl]propan-1-ol